The molecule is an amino disaccharide comprised of 2-acetamido-beta-D-glucopyranose linked (1->4) to beta-D-mannopyranose. It is an amino disaccharide, a member of acetamides and a glucosamine oligosaccharide. CC(=O)N[C@@H]1[C@H]([C@@H]([C@H](O[C@H]1O[C@@H]2[C@H](O[C@H]([C@H]([C@H]2O)O)O)CO)CO)O)O